1-(4-(4-(4-(benzo[d]thiazol-5-ylamino)quinolin-6-yl)-3-fluorophenyl)piperidin-1-yl)-2-hydroxyethan-1-one S1C=NC2=C1C=CC(=C2)NC2=CC=NC1=CC=C(C=C21)C2=C(C=C(C=C2)C2CCN(CC2)C(CO)=O)F